NC1=C(C([C@H](C(=N1)N1CCC2(CC1)C(C1=C(C=CC=C1C2)F)N)C)=O)SC2=C(C(=NC=C2)N)Cl (S)-6-amino-5-((2-amino-3-chloropyridin-4-yl)thio)-2-(1-amino-7-fluoro-1,3-dihydrospiro[indene-2,4'-piperidin]-1'-yl)-3-methylpyridin-4(3H)-one